(E)-2-((18-((6-(4-(allyloxy)-6-methoxy-7-methyl-3-oxo-1,3-dihydroisobenzofuran-5-yl)-4-methylhex-4-enoyl)oxy)octadecanoyl)oxy)propane-1,3-diyl dipalmitate C(CCCCCCCCCCCCCCC)(=O)OCC(COC(CCCCCCCCCCCCCCC)=O)OC(CCCCCCCCCCCCCCCCCOC(CC\C(=C\CC=1C(=C2C(OCC2=C(C1OC)C)=O)OCC=C)\C)=O)=O